N4-(2-methoxyethyl)-5-thiocyanatopyridine-2,4-diamine COCCNC1=CC(=NC=C1SC#N)N